S(=O)=NS(=O)=O (sulfinyl)sulfonamide